n-propyl-cyclopentadien C(CC)C1=CC=CC1